4-[(2-carboxyphenyl)amino]benzoic acid C(=O)(O)C1=C(C=CC=C1)NC1=CC=C(C(=O)O)C=C1